hexadecane-4-lactone C1(CCC(CCCCCCCCCCCC)O1)=O